C(C)OC(=O)C1=C(OC2=C1C=1N(C(=N2)NC2=C(C=CC(=C2)Cl)C)C(=NN1)C(C)C1=CC=C(C=C1)CC(C)C)C 8-methyl-5-(5-chloro-2-methylphenyl-amino)-3-(1-(4-isobutylphenyl)ethyl)furo[3,2-e][1,3,4]triazolo[1,5-c]pyrimidine-9-carboxylic acid ethyl ester